C(C)(C)C1=C(C=CC=C1)C1C(CCC1)O 2-(2-isopropylphenyl)cyclopentan-1-ol